6-fluoro-N-isopropyl-N-(pyridin-3-ylmethyl)-1H-indole-2-carboxamide FC1=CC=C2C=C(NC2=C1)C(=O)N(CC=1C=NC=CC1)C(C)C